[N+](=O)([O-])C1=CC=C(C=C1)C1=C(N=NN1CCCO[Si](C)(C)C)C#N 5-(4-nitrophenyl)-1-(3-((trimethylsilyl)oxy)propyl)-1H-1,2,3-triazole-4-carbonitrile